C(C)N1C(N(C2=C1C=C(C=C2)[C@@H]2[C@H](CNCC2)O)C2C(NC(CC2)=O)=O)=O 3-(3-ethyl-5-((3R,4R)-3-hydroxypiperidin-4-yl)-2-oxo-2,3-dihydro-1H-benzo[d]imidazol-1-yl)piperidine-2,6-dione